COC1=CC=C(C(=O)OC(C(=CC2=CC=C(C=C2)OC)C2=CC=CC=C2)=C2SCCCS2)C=C1 1-(1,3-dithian-2-ylidene)-3-(4-methoxyphenyl)-2-phenylallyl 4-methoxybenzoate